(2R)-2-Chloro-1-((2R)-2-(3-(4-(pyrazolo[1,5-b]pyridazin-3-yl)-1H-pyrrolo[2,3-b]pyridin-2-yl)pyrrolidine-1-carbonyl)pyrrolidin-1-yl)propan-1-one Cl[C@@H](C(=O)N1[C@H](CCC1)C(=O)N1CC(CC1)C1=CC=2C(=NC=CC2C=2C=NN3N=CC=CC32)N1)C